hexahydro-1,4-oxazepin O1CCNCCC1